6-bromo-2-chloro-3-fluoropyridine BrC1=CC=C(C(=N1)Cl)F